4-[(2,2-difluoroethyl)amino]-1H-pyrazol-1-yl-N-(2,4-Dimethoxybenzyl)-5-nitrobenzenesulfonamide FC(CNC=1C=NN(C1)C1=C(C=C(C=C1)[N+](=O)[O-])S(=O)(=O)NCC1=C(C=C(C=C1)OC)OC)F